ClC1=C(C2=C(C(N3[C@@H](CO2)CN(CC3)C(=O)OC(C)(C)C)=O)C(=N1)N1[C@H](CN[C@H](C1)C)C)Cl tert-butyl (R)-3,4-dichloro-1-((2S,5S)-2,5-dimethylpiperazin-1-yl)-12-oxo-6a,7,9,10-tetrahydro-6H-pyrazino[2,1-c]pyrido[3,4-f][1,4]oxazepine-8(12H)-carboxylate